NC1=C(C=CC=C1)C1=CC=C(C=C1)C#N 2-amino-4'-cyanobiphenyl